5''-(tert-butyl)-N-(5'-phenyl-[1,1':3',1''-terphenyl]-4-yl)-[1,1':3',1'':3'',1''':3''',1''''-quinquephenyl]-2''-amine C(C)(C)(C)C=1C=C(C(=C(C1)C=1C=C(C=CC1)C1=CC=CC=C1)NC1=CC=C(C=C1)C1=CC(=CC(=C1)C1=CC=CC=C1)C1=CC=CC=C1)C1=CC(=CC=C1)C1=CC=CC=C1